5-(N-(4-iodophenethyl)sulfamoyl)-3-methylbenzofuran-2-carboxylic acid IC1=CC=C(CCNS(=O)(=O)C=2C=CC3=C(C(=C(O3)C(=O)O)C)C2)C=C1